C1=CC=C2C(=C1)C3=NC4=NC(=NC5=C6C=CC=CC6=C(N5)N=C7C8=CC=CC=C8C(=N7)N=C2N3)C9=CC=CC=C94 The molecule is a tetrapyrrole fundamental parent that consists of four isoindole-type units, with the connecting carbon atoms in the macrocycle replaced by nitrogen. It is a tetrapyrrole fundamental parent and a member of phthalocyanines.